C(C)C(C(C)=O)CC 3-ethylpentane-2-one